C(C)C1CN(CC1O)C(=O)OC(C)(C)C tert-butyl 3-ethyl-4-hydroxy-pyrrolidine-1-carboxylate